ClC(C1=NC(=NO1)C1=CC=C(C=C1)C(COCC)=O)(F)F 1-(4-(5-(chlorodifluoromethyl)-1,2,4-oxadiazol-3-yl)phenyl)-2-ethoxyethan-1-one